N-[(2S)-1-hydroxy-prop-2-yl]-3-oxo-2-(pyridin-3-yl)-6-[4-(trifluoromethyl)phenyl]-2,3-dihydropyridazine-4-carboxamide OC[C@H](C)NC(=O)C=1C(N(N=C(C1)C1=CC=C(C=C1)C(F)(F)F)C=1C=NC=CC1)=O